N[C@H](C(=O)OC)C1CC2(CC2)C1 methyl (2S)-2-amino-2-spiro[2.3]hexan-5-yl-acetate